O(C1=CC=C(C(=O)O)C=C1)C1=CC=C(C(=O)O)C=C1 4,4'-oxydibenzoic acid